2-methoxy-5-(methylsulfonyl)benzenesulfonyl chloride COC1=C(C=C(C=C1)S(=O)(=O)C)S(=O)(=O)Cl